C(C)(C)(C)[Si](C)(C)OC1=CC(=CC=C1)C1CC1 Tert-butyl-(3-cyclopropylphenoxy)dimethylsilane